C(C)(C)(C)OC(=O)N1NC(C=C1)=O 3-oxo-2,3-dihydro-1H-pyrazole-1-carboxylic acid tert-butyl ester